3-(3,3,3,2,2-pentafluoropropoxy)propionitrile FC(C(COCCC#N)(F)F)(F)F